FC(OC=1C=C(C=CC1)C1=CC(=C(O1)C)C(=O)NC1=NC(=NS1)CC(C)(F)F)F 5-(3-(Difluoromethoxy)phenyl)-N-(3-(2,2-difluoropropyl)-1,2,4-thiadiazol-5-yl)-2-methyl-furan-3-carboxamide